IC1=C(C=CC=C1)S(=O)(=O)O.[Na] sodium 2-iodobenzenesulfonic acid